7-methyl-chromone CC1=CC=C2C(C=COC2=C1)=O